CN1N=CC=2N=C(NC(C21)=O)C 1,5-dimethyl-6H-pyrazolo[4,3-d]pyrimidin-7-one